N-guanidino-N'-methyl-N'-(2-methyl-4-(4-trifluoromethoxyphenyl)thiazol-5-yl-methyl)-ethylenediamine N(C(=N)N)NCCN(CC1=C(N=C(S1)C)C1=CC=C(C=C1)OC(F)(F)F)C